2-[1-(3-trimethylsilylpropyl)-1H-benzimidazol-2-yl]benzothiazole C[Si](CCCN1C(=NC2=C1C=CC=C2)C=2SC1=C(N2)C=CC=C1)(C)C